(R)-2-((1-(9-methyl-2-phenyl-5-(piperidin-1-yl)-[1,2,4]triazolo[1,5-c]quinazolin-7-yl)ethyl)amino)benzoic acid CC1=CC=2C=3N(C(=NC2C(=C1)[C@@H](C)NC1=C(C(=O)O)C=CC=C1)N1CCCCC1)N=C(N3)C3=CC=CC=C3